2-((4-amino-3-(3-fluoro-4-methoxyphenyl)-1H-pyrazolo[3,4-d]pyrimidin-1-yl)methyl)-3-cyclopropyl-5-fluoroquinazolin-4(3H)-one NC1=C2C(=NC=N1)N(N=C2C2=CC(=C(C=C2)OC)F)CC2=NC1=CC=CC(=C1C(N2C2CC2)=O)F